CN(CCCNC1=C(C=CC=C1)S(=O)(=O)NC1=C(C2=C([C@@H]3[C@H](CO2)C3)C=C1)C(=O)O)C |r| (1aRS,7bSR)-5-[2-(3-dimethylaminopropylamino)-benzenesulfonylamino]-1,1a,2,7b-tetrahydrocyclopropa[c]benzopyran-4-carboxylic acid